Methyl 3-[[5-[2-[2-(tert-butoxycarbonylamino) ethoxy] phenyl]-2,4-difluoro-phenyl] methylsulfonyl]-5-chloro-4-methoxybenzoate C(C)(C)(C)OC(=O)NCCOC1=C(C=CC=C1)C=1C(=CC(=C(C1)CS(=O)(=O)C=1C=C(C(=O)OC)C=C(C1OC)Cl)F)F